COC(C=CC1=CC=C(C=C1)C1=CC(=C(C=C1)OCC(=O)O)C12CC3CC(CC(C1)C3)C2)=O 3-(3'-adamantan-1-yl-4'-carboxymethoxy-biphenyl-4-yl)-acrylic acid methyl ester